2-methoxyethyl 2-[1-[(4-methylphenyl)methyl]-5-oxopyrrolidin-2-yl]acetate CC1=CC=C(C=C1)CN1C(CCC1=O)CC(=O)OCCOC